acrylic acid perfluoroamide FN(C(C=C)=O)F